C(=O)=C1NCCC(N1)=C=O 2,4-dicarbonyltetrahydropyrimidine